ClC1=NC(=CC(=N1)CN1C(C2=CC=CC=C2C1=O)=O)Cl 2-[(2,6-dichloropyrimidin-4-yl)methyl]-2,3-dihydro-1H-isoindole-1,3-dione